ClC1=CC(=NC=N1)NC(=O)C1CC1 N-(6-chloropyrimidin-4-yl)cyclopropanecarboxamide